SODIUM ((1S,2R)-2-((E)-prop-1-en-1-yl)cyclopropyl)methanesulfinate C(=C\C)/[C@@H]1[C@H](C1)CS(=O)[O-].[Na+]